C(C)S(=O)(=O)N1CC(C1)OC=1C=C(C=NC1)C=1C=C2CCC(N(C2=CC1)C)=O 6-[5-(1-Ethanesulfonyl-azetidin-3-yloxy)-pyridin-3-yl]-1-methyl-3,4-dihydro-1H-quinolin-2-one